[K+].ClC1=CC=C(C=C1)B([O-])[O-].[K+] 4-chlorobenzeneboronic acid, potassium salt